FC(C1CNCC1)F 3-(difluoromethyl)-pyrrolidine